2-(4,5-diphenyloxazol-2-yl)ethyl-methyl-ammonium C1(=CC=CC=C1)C=1N=C(OC1C1=CC=CC=C1)CC[NH2+]C